benzyl octahydro-6H-pyrido[3,4-b][1,4]oxazine-6-carboxylate N1C2C(OCC1)CN(CC2)C(=O)OCC2=CC=CC=C2